(3-((5-fluoro-2-(3,4,5-trimethyl-1H-pyrazol-1-yl)pyridin-4-yl)oxy)azetidin-1-yl)methanone FC=1C(=CC(=NC1)N1N=C(C(=C1C)C)C)OC1CN(C1)C=O